Cl.Cl.N1CCCC1 Pyrrolidine dihydrochloride